NC1=NC=NC=2C3=C(CC(C12)(C)C)C(=C(C=C3)O[C@@H]3CC[C@H](CC3)NC(OC(C)(C)C)=O)NS(=O)(=O)C3=C(C=CC=C3)[N+](=O)[O-] tert-butyl N-[trans-4-[[4-amino-5,5-dimethyl-7-[(2-nitrophenyl)sulfonylamino]-6H-benzo[h]quinazolin-8-yl]oxy]cyclohexyl]carbamate